CC(CCCCCCCCCCCCCCCC)CCCC(CCCCCCCCCCCCCCCC)C 17,21-Dimethylheptatriacontane